NC=1C(=NC(=CN1)C1=C(C=C(C=C1)NC([C@@H](O)C1=CC(=CC(=C1)F)F)=O)C)C(=O)NCCO (S)-3-amino-6-(4-(2-(3,5-difluorophenyl)-2-hydroxyacetamido)-2-methylphenyl)-N-(2-hydroxyethyl)pyrazine-2-carboxamide